1H-pyrazol-1-yl-butyric acid N1(N=CC=C1)C(C(=O)O)CC